2-(DIMETHYLAMINO)-2-METHYLBUTANOIC ACID CN(C(C(=O)O)(CC)C)C